1-[[3-(trifluoromethoxy)phenyl]methyl]-3-[3-(trifluoromethyl)-1-bicyclo[1.1.1]pentanyl]urea FC(OC=1C=C(C=CC1)CNC(=O)NC12CC(C1)(C2)C(F)(F)F)(F)F